(S,S,S)-N'-((3,5-dimethyl-1,2,3,5,6,7-hexa-hydrodicyclopenta[b,e]pyridin-8-yl)carbamoyl)-4-(2-hydroxypropan-2-yl)thiophene-2-sulfonimidamide C[C@H]1CCC=2C1=NC1=C(C2NC(=O)N=[S@@](=O)(N)C=2SC=C(C2)C(C)(C)O)CC[C@@H]1C